2-[6-(2-azido-1-hydroxy-ethyl)-3-fluoro-2-(4-fluorophenyl)-4-pyridyl]propan-2-ol N(=[N+]=[N-])CC(O)C1=CC(=C(C(=N1)C1=CC=C(C=C1)F)F)C(C)(C)O